C(C1=CC=CC=C1)OC1=C(N(C=CC1=O)C[C@H](O)C1=C(C=CC=C1)Cl)C (R)-3-(benzyloxy)-1-(2-(2-chlorophenyl)-2-hydroxyethyl)-2-methylpyridin-4(1H)-one